2-(2-chloro-3-hydroxyphenyl)-2H-pyrazolo[3,4-b]pyridine-5-carbaldehyde ClC1=C(C=CC=C1O)N1N=C2N=CC(=CC2=C1)C=O